2-chloro-5-[[5-(3,5-dichlorophenyl)-5-(trifluoromethyl)-4H-isoxazol-3-yl]amino]benzoic acid ClC1=C(C(=O)O)C=C(C=C1)NC1=NOC(C1)(C(F)(F)F)C1=CC(=CC(=C1)Cl)Cl